2,3-diketoindoline O=C1NC2=CC=CC=C2C1=O